Methyl-2-(9'-(benzyloxy)-5'-(3,4-difluorophenyl)-7'-fluoro-4',4'-dimethyl-2-oxo-4',5'-dihydro-3'H-spiro[piperidine-4,1'-pyrano[4,3-b]indol]-1-yl)acetate COC(CN1C(CC2(OCC(C=3N(C=4C=C(C=C(C4C32)OCC3=CC=CC=C3)F)C3=CC(=C(C=C3)F)F)(C)C)CC1)=O)=O